6-(2-methylbenzylamino)purine CC1=C(CNC2=C3NC=NC3=NC=N2)C=CC=C1